(4-Fluoro-1,2-phenylene)bis(methylene) (E,E)-bis(N'-(3-chloro-4-fluorophenyl)carbamimidothioate) dihydrobromide Br.Br.ClC=1C=C(C=CC1F)\N=C(/N)\SCC1=C(C=C(C=C1)F)CSC(N)=NC1=CC(=C(C=C1)F)Cl